CN1N=C(C=C1C)NC1=NC=C(C(=N1)C1=CNC2=C(C=CC=C12)N1C(C2=CC=CC(=C2C1)[N+](=O)[O-])=O)C 2-(3-(2-((1,5-dimethyl-1H-pyrazol-3-yl)amino)-5-methylpyrimidin-4-yl)-1H-indol-7-yl)-4-nitroisoindolin-1-one